N1(CCOCC1)S(=O)(=O)NC1CC=C(CC1)C1=C2C(=NC(=C1)NC(=O)C1CC1)NC=C2 N-(4-(4-(morpholine-4-sulfonylamino)cyclohex-1-en-1-yl)-1H-pyrrolo[2,3-b]pyridin-6-yl)cyclopropylcarboxamide